COC=1C=C(CCN)C=C(C1OC)OCC 3,4-dimethoxy-5-ethoxy-phenethylamine